ClC1=C(C=C(C=C1)C(CNCCC)C1=CC=CC=C1)C=1C(=CC=C(C1F)OCCOC)C(=O)N 2'-Chloro-6-fluoro-5-(2-methoxyethoxy)-5'-(1-phenyl-2-(propylamino)ethyl)-[1,1'-biphenyl]-2-carboxamide